(E)-5-methoxy-1-[4-(trifluoromethyl)phenyl]pentan-1-one O-2-aminoethyl oxime NCCO\N=C(/CCCCOC)\C1=CC=C(C=C1)C(F)(F)F